2-(2,5-difluoro-4-(4,4,5,5-tetramethyl-1,3,2-dioxaborolan-2-yl)phenoxy)-4-methylpyrimidine FC1=C(OC2=NC=CC(=N2)C)C=C(C(=C1)B1OC(C(O1)(C)C)(C)C)F